FC(S(=O)(=O)OC1=C(C(=CC=C1)\C=C(/F)\C=1N=CC=2CN(CCC2C1)C1CC1)Cl)(F)F (Z)-2-chloro-3-(2-(7-cyclopropyl-5,6,7,8-tetrahydro-2,7-naphthyridin-3-yl)-2-fluorovinyl)phenyl trifluoromethanesulfonate